tert-butyl (S)-4-(2-bromo-3-chloro-5-cyanophenyl)-3-methylpiperazine-1-carboxylate BrC1=C(C=C(C=C1Cl)C#N)N1[C@H](CN(CC1)C(=O)OC(C)(C)C)C